3-(benzyloxycarbonylamino)cyclohexanecarboxylic acid C(C1=CC=CC=C1)OC(=O)NC1CC(CCC1)C(=O)O